3-[(tert-butyldimethylsilyl)oxy]propane-1-thiol [Si](C)(C)(C(C)(C)C)OCCCS